trimethylolpropane tris(mercapto acetate) SCC(=O)O.SCC(=O)O.SCC(=O)O.C(O)C(CC)(CO)CO